C(C)N=S(=O)(C)C1=CC=C(C=N1)C(=O)OC methyl 6-(N-ethyl-S-methyl-sulfonimidoyl)pyridine-3-carboxylate